CC(C)C1CN(CCN1)C(=O)[O-] 3-propan-2-ylpiperazine-1-carboxylate